C(C)(C)(C)C1=CC=C(C=C1)NC1(CC=C(C=C1)C(C)(C)C)C1=CC=C(C=C1)C(C)(C)C N-(4-tert-butylphenyl)-4-tert-butyl-1-(4'-tert-butylphenyl)aniline